N-[(3R)-pyrrolidin-3-yl]acetamide hydrochloride Cl.N1C[C@@H](CC1)NC(C)=O